2-[4-(1-hydroxycyclobutyl)phenyl]-4-[4-(2-hydroxypropan-2-yl)-2-(2,2,2-trifluoroethoxy)phenyl]-6-methyl-2,3-dihydro-1H-pyrrolo[3,4-c]pyridin-1-one OC1(CCC1)C1=CC=C(C=C1)N1CC=2C(=NC(=CC2C1=O)C)C1=C(C=C(C=C1)C(C)(C)O)OCC(F)(F)F